C1C[C@H]2CNC[C@@H]1C2O (8-anti)-3-Azabicyclo[3.2.1]octan-8-ol